CN1CC(CC1)C1CCNC=2N1N=C(C2C#N)C2=CC=C1C=CC(=NC1=C2)C2=CC=CC=C2 7-(1-methylpyrrolidin-3-yl)-2-(2-phenylquinolin-7-yl)-4,5,6,7-tetrahydropyrazolo[1,5-a]pyrimidine-3-carbonitrile